N-(3-Chloro-4-methoxyphenyl)-5-(5-formyl-2-furanyl)-2-hydroxybenzamide ClC=1C=C(C=CC1OC)NC(C1=C(C=CC(=C1)C=1OC(=CC1)C=O)O)=O